6-[4-[5-[2-(5-Hydroxypyridin-3-yl)ethynyl]pyridine-3-carbonyl]piperazin-1-yl]-N-(3,3,3-trifluoropropylsulfonyl)pyridazine-3-carboxamide OC=1C=C(C=NC1)C#CC=1C=C(C=NC1)C(=O)N1CCN(CC1)C1=CC=C(N=N1)C(=O)NS(=O)(=O)CCC(F)(F)F